2E-tridecene C=CCCCCCCCCCCC